[Si](C1=CC=CC=C1)(C1=CC=CC=C1)(C(C)(C)C)O[C@H]1CC(N(C1)C(=O)OC)(C(=O)[O-])CC(CCl)=O methyl (4S)-4-[tert-butyl(diphenyl)silyl]oxy-2-(3-chloro-2-oxo-propyl)pyrrolidine-1,2-dicarboxylate